ClC=1C=C(C=C2C(N(CC12)C1C(NC(CC1)=O)=O)=O)CN(C(O)=O)C1=CC(=C(C=C1)C)Cl.C(=O)(OC(C)(C)C)N1CC(CCC1)C(C)=O N-Boc-3-acetyl-piperidine (7-chloro-2-(2,6-dioxopiperidin-3-yl)-3-oxoisoindolin-5-yl)methyl-(3-chloro-4-methylphenyl)carbamate